phosphocholine Chloride Sodium Salt Hydrate O.[Na].[Cl-].P(=O)(O)(O)OCC[N+](C)(C)C